benzylidenethiazolidine-2,4-dione C(C1=CC=CC=C1)=C1C(NC(S1)=O)=O